C(C)(=O)C=1OC=C(N1)C(=O)N[C@H](C(=O)NC=1C(N(C=CC1)CC(=O)NC12CC(C1)C2)=O)CCC(C(=O)NC)=O (S)-2-(2-Acetyloxazol-4-carboxamido)-N1-(1-(2-(bicyclo[1.1.1]pentan-1-ylamino)-2-oxoethyl)-2-oxo-1,2-dihydropyridin-3-yl)-N6-methyl-5-oxohexandiamid